4,5-dichloro-2-methylsulfonyl-pyrimidine ClC1=NC(=NC=C1Cl)S(=O)(=O)C